o-ethyl-α-methylstyrene C(C)C1=C(C(=C)C)C=CC=C1